COC1=CC=CC=C1OS(=O)(=O)[O-] The molecule is a phenyl sulfate oxoanion that is the conjugate base of guaiacol sulfate, obtained by deprotonation of the sulfo group; major species at pH 7.3. It is a conjugate base of a guaiacol sulfate.